phenylethoxydipropylsilane C1(=CC=CC=C1)CCO[SiH](CCC)CCC